C(C)(=O)O[C@@H]1[C@H](O[C@H]([C@@H]1OC(C)=O)N1N=C2N=C(N=C(C2=C1)Cl)Cl)COC(C)=O (2R,3R,4R,5R)-2-(acetoxymethyl)-5-(4,6-dichloro-2H-pyrazolo[3,4-d]pyrimidin-2-yl)tetrahydrofuran-3,4-diyl diacetate